S1C(=CC=C1)C=1SC=CC1.[Sn] tin bithiophene